vinylidene chlorid C(=C)(Cl)Cl